(S)-N-((4-([1,2,4]triazolo[1,5-a]pyridin-6-yl)-5-(6-methylpyridin-2-yl)-1H-imidazol-2-yl)methyl)-2-amino-4-methylpentanamide N=1C=NN2C1C=CC(=C2)C=2N=C(NC2C2=NC(=CC=C2)C)CNC([C@H](CC(C)C)N)=O